C(C1=CC=CC=C1)O[C@H]1[C@@](O[C@@H]([C@@H]([C@@H]1N1N=NC(=C1)C1=CC(=C(C(=C1)F)F)F)OCC1=CC=CC=C1)COCC1=CC=CC=C1)(C=C)OCC(=C)C 1-((2S,3R,4S,5R,6R)-3,5-bis(benzyloxy)-6-((benzyloxy)methyl)-2-((2-methylallyl)oxy)-2-vinyltetrahydro-2H-pyran-4-yl)-4-(3,4,5-trifluorophenyl)-1H-1,2,3-triazole